OC(CC(=O)O)(C(CCCCCCCCCCCCCCCC)C(=O)O)C(=O)O 2-hydroxy-nonadecane-1,2,3-tricarboxylic acid